N,N-dimethyldopamine CN(CCC1=CC(O)=C(O)C=C1)C